14-(3-amino-1-propen-1-yl)-7-ethyl-7-hydroxy-10,13-dihydro-11H-[1,3]dioxolano[4,5-g]pyrano[3',4':6,7]indolizino[1,2-b]quinoline-8,11(7H)-dione NCC=CC1=C2C(=NC=3C=C4C(=CC13)OCO4)C4=CC1=C(C(N4C2)=O)COC(C1(O)CC)=O